ClC1=C(C=CC(=C1)Cl)C=1C=C2C(=NN(C2=CC1)C(C1=CC=CC=C1)(C1=CC=CC=C1)C1=CC=CC=C1)NC(=O)C1CN(CCC1)C N-[5-(2,4-dichlorophenyl)-1-trityl-1H-indazol-3-yl]-1-methylpiperidine-3-carboxamide